6-(2-amino-[1,2,4]triazolo[1,5-a]pyridin-7-yl)-3-methoxy-N-(3-phenylbutyl)pyridazine-4-carboxamide NC1=NN2C(C=C(C=C2)C2=CC(=C(N=N2)OC)C(=O)NCCC(C)C2=CC=CC=C2)=N1